1-(5-bromo-3,3-dimethyl-2-oxoindol-1-yl)cyclopropane-1-carboxylic acid BrC=1C=C2C(C(N(C2=CC1)C1(CC1)C(=O)O)=O)(C)C